CC=1C=C2C(C(N(C2=CC1)C(=O)OC(C)(C)C)=O)=O tert-butyl 5-methyl-2,3-dioxoindoline-1-carboxylate